N-(phenyl)-gamma-aminopropyltriethoxysilane C1(=CC=CC=C1)NCCC[Si](OCC)(OCC)OCC